2-Phenylquinoline-7-carboxylic acid C1(=CC=CC=C1)C1=NC2=CC(=CC=C2C=C1)C(=O)O